Cl.N1=C(C=C2N1CCNC2)N 4,5,6,7-tetrahydropyrazolo[1,5-a]pyrazin-2-amine hydrogen chloride